C(C)(C)(C)OC(=O)N1C[C@@H](C=2C3=C(C(NC2C1)=O)C=C(C=C3)F)NC |r| racemic-8-fluoro-1-(methylamino)-6-oxo-1,4,5,6-tetrahydrobenzo[c][1,7]naphthyridin-3(2H)-carboxylic acid tert-butyl ester